C[C@@H]1N2[C@H](C[C@@H]3[C@H](CCC[C@@H]13)C(C(F)(F)F)O)COC2=O (5S,5aR,9S,9aS,10aR)-5-methyl-9-(2,2,2-trifluoro-1-hydroxy-ethyl)-1,5,5a,6,7,8,9,9a,10,10a-decahydrooxazolo[3,4-b]isoquinolin-3-one